C(C)(=O)OC(CP(=O)(C)OCCCC)C#N [2-[butoxy(methyl)phosphoryl]-1-cyano-ethyl] acetate